C(C)(C)(C)OC(=O)N1CCC(CC1)NC1=CC(=NC=C1[N+](=O)[O-])Cl 4-((2-chloro-5-nitropyridin-4-yl)amino)piperidine-1-carboxylic acid tert-butyl ester